1-(4-(3-((4-amino-7-ethyl-5-(7-fluorobenzo[d][1,3]dioxol-4-yl)-7H-pyrrolo[2,3-d]pyrimidin-6-yl)ethynyl)azetidin-1-yl)piperidin-1-yl)prop-2-en-1-one NC=1C2=C(N=CN1)N(C(=C2C2=CC=C(C=1OCOC12)F)C#CC1CN(C1)C1CCN(CC1)C(C=C)=O)CC